bitetrazoleacetonitrile methyl-(1S,4R)-4-[[3-(3,5-dichlorophenyl)-4,5-dihydro-3aH-furo[3,2-d]isoxazole-6a-carbonyl]amino]cyclopent-2-ene-1-carboxylate COC(=O)[C@@H]1C=C[C@@H](C1)NC(=O)C12C(C(=NO1)C1=CC(=CC(=C1)Cl)Cl)CCO2.N2(NN=NC2=C2N=NN=N2)CC#N